C(C(=C)C)(=O)OCCC[Si](OC)(OC)OC gammA-methacryloxypropyl-trimethoxysilane